2,6,10-tris(hydroxymethyl)-2,6,10-trimethyl-4,8-dioxa-1,11-undecanediol OCC(CO)(COCC(COCC(CO)(C)CO)(C)CO)C